CC=1C(=NC=C(C1)[N+](=O)[O-])C(=O)NN 3-methyl-5-nitropyridine-2-carbohydrazide